ClC1=C2N=C(C=NC2=CC=C1C1=NNC2=NC(=C(N=C21)C)N2CCC1([C@@H](COC1)N)CC2)OC (4S)-8-[3-(5-chloro-3-methoxyquinoxalin-6-yl)-5-methyl-1H-pyrazolo[3,4-b]pyrazin-6-yl]-2-oxa-8-azaspiro[4.5]decan-4-amine